7-(benzyloxy)quinolin-2(1H)-one C(C1=CC=CC=C1)OC1=CC=C2C=CC(NC2=C1)=O